CN1[C@H](CCC1)C(=O)O D-N-methylproline